((2-(((3S,6S,9aS)-3-(3-(4-(difluoromethoxy)pyridin-3-yl)azetidine-1-carbonyl)-5-oxooctahydro-1H-pyrrolo[1,2-a]azepin-6-yl)carbamoyl)benzo[b]thiophen-5-yl)methyl)phosphonic acid FC(OC1=C(C=NC=C1)C1CN(C1)C(=O)[C@@H]1CC[C@H]2N1C([C@H](CCC2)NC(=O)C2=CC1=C(S2)C=CC(=C1)CP(O)(O)=O)=O)F